1-(3-(aminomethyl)azetidin-1-yl)ethan-1-one hydrochloride Cl.NCC1CN(C1)C(C)=O